ClC=1C=NC2=C(C=CC=C2C1)NS(=O)(=O)C1=NC=C(C=C1)C N-(3-chloro-quinolin-8-yl)-5-methylpyridine-2-sulfonamide